ClC1=NC(=CC=C1)[Sn](CCCC)(CCCC)CCCC 2-chloro-6-(tributylstannyl)pyridine